BrC1=CC=CC=C1C(CS1CCC=C1C)OC1CCOCC1 6-bromo-5-methyl-1-(2-phenyl-2-((tetrahydro-2H-pyran-4-yl)oxy)ethyl)-2H-thiophene